tert-Butyl 3-ethynyl-5-fluorobenzylcarbamate C(#C)C=1C=C(CNC(OC(C)(C)C)=O)C=C(C1)F